FC1=C(C=CC(=C1)O)[C@H](CC(=O)O)C#CC |r| (3R/S)-3-(2-Fluoro-4-hydroxyphenyl)hex-4-ynoic acid